[N+](=O)([O-])C1=C(C(=CC(=C1)C(F)(F)F)[N+](=O)[O-])N(C(CC)=O)CCC N-(2,6-dinitro-4-(trifluoromethyl)phenyl)-N-propylpropionamide